((2S,3R)-4-(N-isobutyl-4-methoxybenzenesulfonamido)-3-hydroxy-1-phenylbutan-2-yl)carbamic acid tert-butyl ester C(C)(C)(C)OC(N[C@@H](CC1=CC=CC=C1)[C@@H](CN(S(=O)(=O)C1=CC=C(C=C1)OC)CC(C)C)O)=O